NC1=CC(=NN1CC(=O)N1C[C@@]2(CCC1)C1=C(NC(O2)=O)C=CC(=C1F)Cl)C1CC1 (R)-1'-(2-(5-Amino-3-cyclopropyl-1H-pyrazol-1-yl)acetyl)-6-chloro-5-fluorospiro[benzo[d][1,3]oxazine-4,3'-piperidin]-2(1H)-one